C[Si](NC1=NC=NC(=N1)O[Si](C)(C)C)(C)C 2-{N-(trimethylsilyl)}amino-4-(trimethylsiloxy)-1,3,5-triazine